4-(3-phenylazetidin-1-yl)aniline C1(=CC=CC=C1)C1CN(C1)C1=CC=C(N)C=C1